C(C=C)N1N=CC(=C1)C1=NN(C2=CC=C(C=C12)O[Si](C)(C)C(C)(C)C)C1OCCCC1 [3-(1-allylpyrazol-4-yl)-1-tetrahydropyran-2-yl-indazol-5-yl]oxy-tert-butyl-dimethyl-silane